Cl.COC[C@H](C(=O)O)N1CCN(CC1)C (R)-3-methoxy-2-(4-methylpiperazin-1-yl)propanoic acid hydrochloride